[1,4-bis(dicyclohexylphosphino)butane] palladium (II) dichloride [Pd](Cl)Cl.C1(CCCCC1)P(CCCCP(C1CCCCC1)C1CCCCC1)C1CCCCC1